CC1=CC=C(C=N1)C1=CN(C2=NC=C(C=C21)C2=CC=C(CN1CC(CCC1)O)C=C2)S(=O)(=O)C2=CC=C(C)C=C2 1-(4-(3-(6-methylpyridin-3-yl)-1-tosyl-1H-pyrrolo[2,3-b]pyridin-5-yl)benzyl)piperidin-3-ol